C12CN(CC(CC1)N2)C=2C1=C(N=C(N2)OCC23CCCN3CC(C2)([2H])F)C(=C(N=C1)C1=CC(=CC2=CC=C(C(=C12)C#C)F)O)F 4-(4-(3,8-Diazabicyclo[3.2.1]octan-3-yl)-8-fluoro-2-((2-fluorotetrahydro-1H-pyrrolizin-7a(5H)-yl-2-d)methoxy)pyrido[4,3-d]pyrimidin-7-yl)-5-ethynyl-6-fluoronaphthalen-2-ol